3-(((7-(2-Aminopyrimidin-4-yl)-2,3-dihydrofuro[3,2-c]pyridin-4-yl)amino)methyl)-N-(5-methoxypyridin-2-yl)benzamid NC1=NC=CC(=N1)C=1C2=C(C(=NC1)NCC=1C=C(C(=O)NC3=NC=C(C=C3)OC)C=CC1)CCO2